bis(n-butylcyclopentadienyl)zirconium CCCCC1=[C-]CC=C1.CCCCC1=[C-]CC=C1.[Zr+2]